CC1(C2=CC=CC=C2N2C1=NC1=CC=CC=C1C2=O)C 6,6-dimethyl-6,12-dihydroindolo[2,1-b]quinazolin-12-one